3-Fluoro-5'-(1-methyl-1H-1,2,3-triazol-5-yl)-2-oxo-2H-[1,3'-bipyridine]-5-carboxylic acid FC=1C(N(C=C(C1)C(=O)O)C=1C=NC=C(C1)C1=CN=NN1C)=O